5-Methyl-5-(4-nitrophenyl)imidazolidine-2,4-dione CC1(C(NC(N1)=O)=O)C1=CC=C(C=C1)[N+](=O)[O-]